6-{4-[(6-methoxypyridin-3-yl)oxy]piperidin-1-yl}-N-[4-methoxy-3-(trifluoromethyl)benzyl]-5-methylpyridazine-3-carboxamide COC1=CC=C(C=N1)OC1CCN(CC1)C1=C(C=C(N=N1)C(=O)NCC1=CC(=C(C=C1)OC)C(F)(F)F)C